(S)-4-(1-(5-((5-(difluoromethoxy)-1H-pyrazol-3-yl)amino)-3H-imidazo[4,5-b]pyridin-3-yl)ethyl)tetrahydro-2H-pyran-4-ol FC(OC1=CC(=NN1)NC1=CC=C2C(=N1)N(C=N2)[C@@H](C)C2(CCOCC2)O)F